cerium acetamidate C(C)(=O)N.[Ce]